N1C[C@H](CC1)C(=O)OC(C)C isopropyl (3S)-pyrrolidine-3-carboxylate